C1(CC1)[C@@H]1CN(CC1)C(=O)OCC1=CC=CC=C1 (R)-benzyl 3-cyclopropylpyrrolidine-1-carboxylate